COC=1C=C(C=NC1)NC1=NC=C2C(=N1)N(N(C2=O)CC=C)C2=NC(=CC=C2)OC2CCN(CC2)C 6-[(5-methoxypyridin-3-yl)amino]-1-{6-[(1-methylpiperidin-4-yl)oxy]pyridin-2-yl}-2-(prop-2-en-1-yl)-1H,2H,3H-pyrazolo[3,4-d]pyrimidin-3-one